4-Amino-3,5-diiodobenzoic acid NC1=C(C=C(C(=O)O)C=C1I)I